FC1=C(C=CC(=C1)OC)C1=NOC(=C1)NC1=NC(=NC=C1)N1CCOCC1 3-(2-fluoro-4-methoxyphenyl)-N-(2-morpholinopyrimidin-4-yl)isoxazol-5-amine